N1CCC(CC1)C=1C=C2CCN(C2=CC1)[C@@H]1C(NC(CC1)=O)=O (3S)-3-[5-(4-piperidyl)indolin-1-yl]piperidine-2,6-dione